5-phenylthio-2-(2-hydroxy-3-tert-butyl-5-methylphenyl)-2H-benzotriazole C1(=CC=CC=C1)SC1=CC=2C(=NN(N2)C2=C(C(=CC(=C2)C)C(C)(C)C)O)C=C1